C(C(O)C)(=O)[O-].C(CC)O[Ti+2]OCCC.C(C(O)C)(=O)[O-] dipropoxytitanium (lactate)